phenyl (3-chloro-4-methyl-5-(3-methyl-3-azabicyclo[3.1.0]hexan-1-yl)phenyl)carbamate ClC=1C=C(C=C(C1C)C12CN(CC2C1)C)NC(OC1=CC=CC=C1)=O